[Si](C)(C)(C(C)(C)C)OCCNC1=NC(=NC=C1)SC 4-[2-[tert-butyl(dimethyl)silyl]oxyethylamino]-2-methylsulfanyl-pyrimidine